N-{2-[(3S,4R)-3-fluoro-4-(2H3)methoxy-piperidin-1-yl]pyrimidin-4-yl}-8-[3-(methanesulfonyl-methyl)azetidin-1-yl]-5-(propan-2-yl)-2,7-naphthyridin-3-amine F[C@H]1CN(CC[C@H]1OC([2H])([2H])[2H])C1=NC=CC(=N1)NC=1N=CC2=C(N=CC(=C2C1)C(C)C)N1CC(C1)CS(=O)(=O)C